(R)-N-(2-fluoro-4-methyl-5-(7-methyl-2-(methylamino)pyrido[2,3-d]pyrimidin-6-yl)phenyl)-2-(2,2,2-trifluoroethyl)morpholine-4-carboxamide FC1=C(C=C(C(=C1)C)C1=CC2=C(N=C(N=C2)NC)N=C1C)NC(=O)N1C[C@H](OCC1)CC(F)(F)F